ClC1=C(C=CC=C1C1=NN(C=C1)C)SC=1N=C2C=NC(=NC2=NC1)N1CCC2([C@@H]([C@@H](OC2)C)N)CC1 (3S,4S)-8-(6-((2-chloro-3-(1-methyl-1H-pyrazole-3-yl)phenyl)mercapto)pteridine-2-yl)-3-methyl-2-oxa-8-azaspiro[4.5]decane-4-amine